[Be].OC1=CC=CC2=CC=C3C=CC=NC3=C21.OC2=CC=CC1=CC=C3C=CC=NC3=C12 bis(10-hydroxybenzo[H]quinoline) beryllium